5,6-difluoro-1H-indene FC=1C=C2C=CCC2=CC1F